OC(C)(C)C1CCNCC1 4-(2-hydroxy-prop-2-yl)piperidin